C(CCCCCCCCCCCCC)(=O)OCC=CCCC=CCC non-2,6-dien-1-yl tetradecanoate